2-[methoxy-ethoxy-ethoxymethyl]-2-oxazoline COC(C=1OCCN1)(OCC)OCC